1-(2,3-Dihydro-1,4-benzodioxin-6-yl)-ethan-1-one O1CCOC2=C1C=CC(=C2)C(C)=O